(4-isoquinolyl)spiro[2,3-dihydroisoquinoline-4,3'-pyrrolidine]-1,2'-dione C1=NC=C(C2=CC=CC=C12)N1C(C2(CC1)CNC(C1=CC=CC=C12)=O)=O